NC1=NC=2C=C(C(=CC2C2=C1COC2)C(=O)N2[C@H](COCC2)C2=NC=C(C=C2F)Br)F (4-amino-7-fluoro-1,3-dihydrofuro[3,4-c]quinolin-8-yl)((3S)-3-(5-bromo-3-fluoro-2-pyridinyl)-4-morpholinyl)methanone